2-ethyl-6-hydroxy-2H-pyran-3(6H)-one C(C)C1OC(C=CC1=O)O